{2-[4-(3-diethylamino-pyrrolidine-1-carbonyl)-phenylamino]-5-methyl-pyrimidin-4-ylamino}-3H-benzooxazol-2-one C(C)N(C1CN(CC1)C(=O)C1=CC=C(C=C1)NC1=NC=C(C(=N1)NN1C(OC2=C1C=CC=C2)=O)C)CC